feruloyl-6-hydroxy-sphinganine C(\C=C\C1=CC(OC)=C(O)C=C1)(=O)C(O)[C@H](N)[C@H](O)CCC(CCCCCCCCCCCC)O